ClC1=CC=C(C=C1)C=1C=C2C(=NC1)N=C(S2)NC(C2=C(C=NC=C2)C2=C(C=CC=C2)OC)=O N-(6-(4-chlorophenyl)thiazolo[4,5-b]pyridin-2-yl)-3-(2-methoxyphenyl)isonicotinamide